C1(=CC=CC=C1)N1N=C(C(C1=O)=CC1C(=NN(C1=O)C1=CC=CC=C1)C)C 4-(4,5-Dihydro-1-phenyl-3-methyl-5-oxo-1H-pyrazol-4-ylidenmethyl)-1-phenyl-3-methyl-1H-pyrazol-5(4H)-on